O1C(=NC=C1)N oxazol-amine